(E)-3-(5-chloro-2-(1H-1,2,4-triazol-1-yl)phenyl)acrylic acid ClC=1C=CC(=C(C1)/C=C/C(=O)O)N1N=CN=C1